C(C)N(C(OC(C)(C)C)=O)C1(CC1)COC1=NC=C(C=C1)\C(=C(\CC(F)(F)F)/C1=CC=CC=C1)\C=1C=C2C(=NN(C2=CC1)C1OCCCC1)F Tert-butyl (Z)-ethyl(1-(((5-(4,4,4-trifluoro-1-(3-fluoro-1-(tetrahydro-2H-pyran-2-yl)-1H-indazol-5-yl)-2-phenylbut-1-en-1-yl)pyridin-2-yl)oxy)methyl)cyclopropyl)carbamate